(8-(1,4-diazabicyclo[3.2.2]nonan-4-yl)-1-methyl-2-oxo-2,3,4,5-tetrahydro-1H-benzo[b]azepin-3-yl)-5-benzyl-1H-1,2,4-triazole-3-carboxamide N12CCN(C(CC1)CC2)C=2C=CC1=C(N(C(C(CC1)N1N=C(N=C1CC1=CC=CC=C1)C(=O)N)=O)C)C2